N-{[(3aR,4R,6R,6aS)-6-{5-bromo-2,4-dichloropyrrolo[2,3-d]pyrimidin-7-yl}-2,2-dimethyl-tetrahydro-3aH-cyclopenta[d][1,3]dioxol-4-yl]methyl}carbamate BrC1=CN(C=2N=C(N=C(C21)Cl)Cl)[C@@H]2C[C@@H]([C@@H]1[C@H]2OC(O1)(C)C)CNC([O-])=O